[bis-(fluorosulfonyl)amino]potassium FS(=O)(=O)N(S(=O)(=O)F)[K]